FC1([C@@H](COC1)NC(N(CC1=C(C=NC=C1)C1=CC=CC=C1)C)=O)F 3-[(3R)-4,4-difluorotetrahydrofuran-3-yl]-1-methyl-1-[(3-phenyl-4-pyridyl)methyl]urea